Cl.CC1=C(C=C(C(=C1)S(N[C@H](C)C1CCNCC1)(=O)=O)C)NC(C)=O (R)-N-(2,5-dimethyl-4-(N-(1-(piperidin-4-yl)ethyl)sulfamoyl)phenyl)acetamide hydrochloride